(5-13C)Oxazinane O1NCC[13CH2]C1